O1C[C@@H](C12CNC2)N2C[C@H](CC2)C2CC21N(CCC(C1)C(=O)N)C(=O)C1=NNC(=C1)C1=CC(=NC=C1F)OC ((R)-1-((S)-1-oxa-6-azaspiro[3.3]heptan-3-yl)pyrrolidin-3-yl)-4-(5-(5-fluoro-2-methoxypyridin-4-yl)-1H-pyrazole-3-carbonyl)-4-azaspiro[2.5]octane-7-carboxamide